OC1=C(C=CC=C1)C1=CC(=CN=N1)N1CCC(CC1)(C(=O)NC1(CCNCC1)C)C1=CC=CC=C1 1-(6-(2-hydroxyphenyl)pyridazin-4-yl)-N-(4-methylpiperidin-4-yl)-4-phenylpiperidine-4-carboxamide